1-(5-amino-3-(5-amino-1,3,4-oxadiazol-2-yl)-1H-1,2,4-triazole-1-yl)propan-2-one NC1=NC(=NN1CC(C)=O)C=1OC(=NN1)N